FC1(C(NC2=CC=C(C=C12)C1(CCCC2=CC=CC=C12)C(=O)N)=O)F (3,3-difluoro-2-oxo-indolin-5-yl)tetralin-1-carboxamide